FC=1C=C(C=CC1O)C1=CC(=NN1)NC1=C(C=C(C=C1)NC(CCN1CCOCC1)=O)C N-(4-((5-(3-fluoro-4-hydroxyphenyl)-1H-pyrazol-3-yl)amino)-3-methylphenyl)-3-morpholinopropanamide